(E)-1-cyclopropyl-3-((dimethylamino)methylene)piperidine-2,4-dione C1(CC1)N1C(/C(/C(CC1)=O)=C/N(C)C)=O